C(C1=CC=CC=C1)(C1=CC=CC=C1)N1[C@@H](CC1)C (2R,3S)-1-benzhydryl-2-methylazetidin